N'-(2-pyridin-2-yl-ethyl)-oxalamide N1=C(C=CC=C1)CCNC(C(=O)N)=O